(2S)-3-[(2'S,7R)-2-chloro-2'-methyl-spiro[4,5-dihydrothieno[2,3-c]pyran-7,4'-piperidine]-1'-yl]-2-hydroxy-propanoic acid ClC1=CC2=C(S1)[C@@]1(C[C@@H](N(CC1)C[C@@H](C(=O)O)O)C)OCC2